7-hydroxy-2-oxo-6-(3-fluorophenyl)-2H-benzopyran-3-carboxylic acid OC1=CC2=C(C=C(C(O2)=O)C(=O)O)C=C1C1=CC(=CC=C1)F